6-(1-isopentyltridecyl)-5,8-dimethoxy-1,4-naphthalenedione dioxime C(CC(C)C)C(CCCCCCCCCCCC)C=1C(=C2C(C=CC(C2=C(C1)OC)=NO)=NO)OC